O1C(CCCC1)OCC=1N=NN(C1)C1=CC(=C(C=C1)CN)C(F)(F)F (4-(4-(((tetrahydro-2H-pyran-2-yl)oxy)methyl)-1H-1,2,3-triazol-1-yl)-2-(trifluoromethyl)phenyl)methanamine